CC=1OC2=C(N1)CN(C2)C(=O)OC(C)(C)C tert-butyl 2-methyl-4,6-dihydropyrrolo[3,4-d]oxazole-5-carboxylate